COC=1C=C2C(=NC=NC2=CC1OC)OC1=CC(=C(C(=C1)F)C(C(=O)NC1=CC(=CC=C1)N1CCOCC1)=O)F (4-((6,7-dimethoxyquinazolin-4-yl)oxy)-2,6-difluorophenyl)-N-(3-morpholinophenyl)-2-oxoacetamide